BENZISOSELENAZOLE [Se]1N=CC2=C1C=CC=C2